BrC=1C=C(C=C2C=CNC12)C(F)(F)F 7-Bromo-5-(trifluoromethyl)-1H-indole